OC1=C(C=C(C=C1)CN1C[C@H](CCC1)C)C(C)=O (S)-1-(2-hydroxy-5-((3-methylpiperidin-1-yl)methyl)phenyl)ethan-1-one